CC1=NN(C(=N1)C)C1=NC(=NC=C1F)N1CCN(CC1)C(=O)N1N=CC[C@H]1C=1SC(=CN1)C (S)-(4-(4-(3,5-dimethyl-1H-1,2,4-triazol-1-yl)-5-fluoropyrimidin-2-yl)piperazin-1-yl)(5-(5-methylthiazol-2-yl)-4,5-dihydro-1H-pyrazol-1-yl)methanone